1-[[4-iodo-6-(morpholin-4-yl) pyridin-2-yl] carbamoyl]-1-methylethyl acetate C(C)(=O)OC(C)(C)C(NC1=NC(=CC(=C1)I)N1CCOCC1)=O